BrC1=C(C=CC(=C1)F)N1C=C(C=2C1=CN=CC2)C(=O)C2CN(C2)C(=O)[C@H]2N([C@@H]1CC[C@H]2C1)C(=O)OC(C)(C)C tert-Butyl (1R,3S,4S)-3-(3-(1-(2-bromo-4-fluorophenyl)-1H-pyrrolo[2,3-c]pyridine-3-carbonyl)azetidine-1-carbonyl)-2-azabicyclo[2.2.1]heptane-2-carboxylate